1,3-dihydro-2H-pyrrolo[3,4-c]pyridine-2-carboxamide C1N(CC=2C=NC=CC21)C(=O)N